FC1=C(O[C@@H]2C[C@@]3([C@@H](CN(C3)CCC3=NC=C(C=C3)O)C2)O)C=CC(=C1)F (3aS,5S,6aR)-5-(2,4-difluorophenoxy)-2-(2-(5-hydroxypyridin-2-yl)ethyl)hexahydrocyclopenta[c]pyrrol-3a(1H)-ol